NC1=C(SC2=NC(=C(C=C21)F)C)C(=O)NC2CC=1C(=CC(=NC1CC2)N2CC1(C(C2)N)OCCCC1)F 3-amino-N-(2-{4-amino-6-oxa-2-azaspiro[4.5]decan-2-yl}-4-fluoro-5,6,7,8-tetrahydroquinolin-6-yl)-5-fluoro-6-methylthieno[2,3-b]pyridine-2-carboxamide